5-(4-cyclohexylphenyl)-3-((2R,3R)-3-(fluoromethyl)-2-methylazetidine-1-carbonyl)-2-(pyrimidin-2-yl)pyrazolo[1,5-a]pyrimidin-7(4H)-one C1(CCCCC1)C1=CC=C(C=C1)C=1NC=2N(C(C1)=O)N=C(C2C(=O)N2[C@@H]([C@@H](C2)CF)C)C2=NC=CC=N2